3,7-dimethyloct-1-yn-3-ol CC(C#C)(CCCC(C)C)O